CN(C(OC1=C(C=CC=C1OC)CC1C(N(C2=CC=C(C=C12)Cl)CC)=O)=O)C 2-((5-chloro-1-ethyl-2-oxoindolin-3-yl)methyl)-6-methoxyphenyl dimethylcarbamate